nickel-manganese-tin [Sn].[Mn].[Ni]